CC1CC2CC3CCCCC3C2C(C1)C 2,4-dimethylperhydrofluorene